FC(S(=O)C=1N=C2N(N1)[C@@H](C[C@@H]2F)C2=CC=CC=C2)F (5s,7s)-2-(difluoromethylsulfinyl)-7-fluoro-5-phenyl-6,7-dihydro-5H-pyrrolo[1,2-b][1,2,4]triazole